5-fluoro-2,4-dimethylbenzo[d]isothiazol-3(2H)-one FC=1C=CC2=C(C(N(S2)C)=O)C1C